BrC1=C(C=2N=C(N=C3N(CCOC(=C1Cl)C32)C(C)C3C(C3)C#N)SC)F 2-{1-[7-bromo-8-chloro-6-fluoro-3-(methylsulfanyl)-10-oxa-2,4,13-triazatricyclo[7.4.1.0{5,14}]tetradeca-1,3,5(14),6,8-pentaen-13-yl]ethyl}cyclopropane-1-carbonitrile